4-(2-cyano-4-(1H-pyrazol-4-yl)phenyl)isoindoline-2-carbonitrile C(#N)C1=C(C=CC(=C1)C=1C=NNC1)C1=C2CN(CC2=CC=C1)C#N